ClC1=CC=C(C=C1)NC(=O)[C@@H]1CC[C@H](CC1)CNC1=CC=NC2=CC=C(C=C12)C(F)(F)F trans-N-(4-chlorophenyl)-4-{[(6-trifluoromethylquinolin-4-yl)amino]Methyl}cyclohexane-1-carboxamide